C[Si](C)(C)C1=CC=C(C=C1)C#CC2=CC=CC=C2 4-(trimethylsilyl)diphenylacetylene